FC=1C(=C(C=CC1)[C@@H]1C2=C(NC(=C1C(=O)OC)C)COC2=O)[C@H](C)F Methyl (S)-4-(3-fluoro-2-((S)-1-fluoroethyl)phenyl)-2-methyl-5-oxo-1,4,5,7-tetrahydrofuro[3,4-b]pyridine-3-carboxylate